Cl.C(=O)(OC(C)(C)C)NC1(CNC1)C 3-(Boc-amino)-3-methylazetidine hydrochloride